2-bromo-1-(ethoxymethoxy)-3-methyl-5-nitro-benzene BrC1=C(C=C(C=C1C)[N+](=O)[O-])OCOCC